C1(CC1)OC1=CC=C(C=N1)N 6-(cyclopropoxy)pyridin-3-amine